C(C1=CC=CC=C1)[N+]1=CSC(=C1C)CCO 3-benzyl-5-(2-hydroxyethyl)-4-methyl-thiazolium